[K].CC(CC)(CC)C1=C(C=C(C=C1)C)O 2-(1-methyl-1-ethylpropyl)-5-methylphenol, potassium salt